(2S)-2-[[(9H-fluoren-9-ylmethoxy)carbonyl]amino]-3-(pyridin-3-yl)propanoic acid C1=CC=CC=2C3=CC=CC=C3C(C12)COC(=O)N[C@H](C(=O)O)CC=1C=NC=CC1